C(#N)C1=C(C=CC=C1)[C@@H]([C@H](C)C=1N(C(C(=C(N1)C(=O)NC=1C=NOC1)O)=O)C)N1N=CC=C1C 2-((1r,2s)-1-(2-cyanophenyl)-1-(5-methyl-1H-pyrazol-1-yl)propan-2-yl)-5-hydroxy-N-(isoxazol-4-yl)-1-methyl-6-oxo-1,6-dihydropyrimidine-4-carboxamide